Methacrylamide hydrogensulfate S(=O)(=O)(O)O.C(C(=C)C)(=O)N